methyl 4-cyclopropylsulfinylbenzoate C1(CC1)S(=O)C1=CC=C(C(=O)OC)C=C1